NC(C(=O)C1=C(C=C(C=C1)OC(C)C)C)(C)C 2-amino-2-methyl-1-[2-methyl-4-(propan-2-yloxy)phenyl]propan-1-one